bis(3-diethoxyethyl-silylpropyl)N-methylamine C(C)OC(CC(CCN(C)CCC(CC(OCC)OCC)[SiH3])[SiH3])OCC